C(C)(C)C1=C(C=CC=C1)C1=NC=C2NC(N(C2=N1)CC1=CC=C(C=C1)C(=O)N1CCC(CC1)C)=O 2-(2-isopropylphenyl)-9-(4-(4-methylpiperidine-1-carbonyl)benzyl)-7,9-dihydro-8H-purin-8-one